COC1=C(C(=CC=C1)OC)S(=O)(=O)NC1=NOC2=C1C=C(C(=C2)NC2=NN(C=C2)C)OC 2,6-Dimethoxy-N-{5-methoxy-6-[(1-methyl-1H-pyrazol-3-yl)amino]-1,2-benzoxazol-3-yl}benzene-1-sulfonamide